2-[(1-n-propylbutyl)oxy]ethanol C(CC)C(CCC)OCCO